N-(2-chloro-4-methylphenyl)-3,3-dimethoxypropionamide ClC1=C(C=CC(=C1)C)NC(CC(OC)OC)=O